[K].[K].O.O.S(=O)(=O)=C1CC=C(C=C1)P(C1=CC=CC=C1)C1=CCC(C=C1)=S(=O)=O bis(p-sulfonylphenyl)phenylphosphine dihydrate dipotassium salt